C1(CC1)CC=1C2=C(S(C1)(=O)=O)C(=CC=C2)NC2CCOCC2 3-(cyclopropylmethyl)-1,1-dioxido-7-((tetrahydro-2H-pyran-4-yl)amino)benzo[b]thiophen